(Z)-2-cyano-3-hydroxy-3-(1-methyl-1H-imidazol-5-yl)-N-(4-(trifluoromethyl)phenyl)acrylamide C(#N)/C(/C(=O)NC1=CC=C(C=C1)C(F)(F)F)=C(\C1=CN=CN1C)/O